ClC1=CC=C2C(=N1)[C@H](COC2=O)C |o1:7| (R or S)-2-chloro-8-methyl-7,8-dihydro-5H-pyrano[4,3-b]pyridin-5-one